(1-ethyl-1,4-diazepan-6-yl)methanethiol C(C)N1CCNCC(C1)CS